2-(4-bromophenyl)benzothiophene BrC1=CC=C(C=C1)C=1SC2=C(C1)C=CC=C2